3-nicotinyl-N-vinyl-pyrrolidine C(C1=CN=CC=C1)C1CN(CC1)C=C